C(CCCCCS)S 1,6-Hexanedithiol